(S)-(1-((2-(3',4'-dichloro-[1,1'-biphenyl]-4-yl)ethyl)amino)-1-oxobutan-2-yl)carbamic acid tert-butyl ester C(C)(C)(C)OC(N[C@H](C(=O)NCCC1=CC=C(C=C1)C1=CC(=C(C=C1)Cl)Cl)CC)=O